5-ethyl-8-((3,4,5-trihydroxy-6-(hydroxymethyl)tetrahydro-2H-pyran-2-yl)oxy)-1,2,3,3a,4,5-hexahydropyrrolo[1,2-a]quinoxaline-7-carbaldehyde C(C)N1CC2N(C3=CC(=C(C=C13)C=O)OC1OC(C(C(C1O)O)O)CO)CCC2